3λ2-imidazolidine-2,4-dione N1C([N]C(C1)=O)=O